1-[4-[4-[5-[(6-cyclopropylpyrazin-2-yl)amino]-1-methyl-pyrazol-4-yl]phenyl]phenyl]cyclopropancarboxylat C1(CC1)C1=CN=CC(=N1)NC1=C(C=NN1C)C1=CC=C(C=C1)C1=CC=C(C=C1)C1(CC1)C(=O)[O-]